3-bromo-8-methoxy-2-(trifluoromethyl)-4H-pyrimido[1,2-b]pyridazin-4-one BrC1=C(N=C2N(N=CC(=C2)OC)C1=O)C(F)(F)F